N1=CC(=CC=C1)N1CCN(CCC1)C(=O)OC(C)(C)C tert-butyl 4-(pyridin-3-yl)-1,4-diazacycloheptane-1-carboxylate